ClC1=CC=C(C=C1)C1=CC=2C(=NC=C3C=CC(N(C23)C2=CC(=CC=C2)C(F)(F)F)=N)C=C1 9-(4-Chlorophenyl)-1-(3-(trifluoromethyl)phenyl)benzo[H][1,6]naphthyridine-2(1H)-imine